Benzyl (S)-(6-(((6-((tert-butoxycarbonyl)amino)-2-methylpyridin-3-yl)methyl)carbamoyl)-4-oxo-4,6,7,8-tetrahydropyrrolo[1,2-a]pyrimidin-3-yl)carbamate C(C)(C)(C)OC(=O)NC1=CC=C(C(=N1)C)CNC(=O)[C@@H]1CCC=2N1C(C(=CN2)NC(OCC2=CC=CC=C2)=O)=O